4-((1-(4-(2-(2-Aminopyridin-3-yl)-5-(6-fluoropyridin-3-yl)-3H-imidazo[4,5-b]pyridin-3-yl)benzyl)piperidin-4-yl)amino)pyrimidine-2-carbonitrile NC1=NC=CC=C1C1=NC=2C(=NC(=CC2)C=2C=NC(=CC2)F)N1C1=CC=C(CN2CCC(CC2)NC2=NC(=NC=C2)C#N)C=C1